N-(4,4-dimethylcyclohexyl)pivalamide hydrochloride Cl.CC1(CCC(CC1)NC(C(C)(C)C)=O)C